C(C)(=O)OC(C(=O)NC1=C(C(=C(C=C1)B1OC(C(O1)(C)C)(C)C)C)F)C1=CC(=CC=C1)F 2-((2-fluoro-3-methyl-4-(4,4,5,5-tetramethyl-1,3,2-dioxaborolan-2-yl)phenyl)amino)-1-(3-fluorophenyl)-2-oxoethyl acetate